FC1=CC=C(C=C1)N1CCC(CC1)CN1C[C@@H](C([C@@H](C1)O)O)O (3S,4r,5R)-1-((1-(4-fluorophenyl)piperidin-4-yl)methyl)piperidine-3,4,5-triol